para-bis(2-phenylvinyl)benzene C1(=CC=CC=C1)C=CC1=CC=C(C=C1)C=CC1=CC=CC=C1